NC=1C2=C(N=CN1)N(C=C2C#CC2=C(C=C(C=C2F)F)OCC)[C@@H]2O[C@@H]([C@H]([C@H]2O)O)CNS(N)(=O)=O 4-amino-7-[(2R,3R,4S,5R)-3,4-dihydroxy-5-[(sulfamoylamino)methyl]tetrahydrofuran-2-yl]-5-[2-(2-ethoxy-4,6-difluoro-phenyl)ethynyl]pyrrolo[2,3-d]pyrimidine